C(CCC(=O)[O-])(=O)OC1C(CCC(C1)C)C(C)C 5-methyl-2-(1-methylethyl)-cyclohexanyl monosuccinate